(Z)-non-2-en-1-yl 10-(2-(dimethylamino)ethyl)nonadecanoate CN(CCC(CCCCCCCCC(=O)OC\C=C/CCCCCC)CCCCCCCCC)C